NC1=CC(=NC=C1)C(=O)NC=1C=CC=C2C=CC=NC12 4-amino-N-(quinolin-8-yl)picolinamide